O1CCN(CC1)CCOC=1C=C(C=CC1)C1CC2(OOC3(C4CC5CC(CC3C5)C4)O2)CCC1 3-[m-(2-Morpholinoethoxy)phenyl]dispiro[cyclohexane-1,3'-[1,2,4]trioxolane-5',2''-tricyclo[3.3.1.13,7]decane]